NCCNC(=S)S N-(2-Aminoethyl)carbamodithioic acid